1-((2,4-dioxo-1,3-diazaspiro[4.4]nonane-6-yl)methyl)-3-(4-(trifluoromethyl)phenyl)urea O=C1NC2(C(N1)=O)C(CCC2)CNC(=O)NC2=CC=C(C=C2)C(F)(F)F